ClC=1C=NC(=NC1)N1CCC2(CC(C2)CCCCOC2=CC(=C(C=C2)CC(=O)N2CC(C2)CNC[C@@H]([C@H]([C@@H]([C@@H](CO)O)O)O)O)F)CC1 2-[4-[4-[7-(5-chloropyrimidin-2-yl)-7-azaspiro[3.5]nonan-2-yl]butoxy]-2-fluoro-phenyl]-1-[3-[[[(2S,3R,4R,5R)-2,3,4,5,6-pentahydroxyhexyl]amino]methyl]azetidin-1-yl]ethanone